O=C1NC(CCC1N1C(C2=CC=CC(=C2C1)C1=CC(=NO1)CC=1C(=NC=CC1)C(=O)N)=O)=O ((5-(2-(2,6-dioxopiperidin-3-yl)-1-oxoisoindolin-4-yl)isoxazol-3-yl)methyl)picolinamide